(R)-4-(1-(5-(5-(1-(3,5-dichloropyridin-4-yl)ethoxy)-1H-indazol-3-yl)pyrimidin-2-yl)-3-methylazetidin-3-yl)morpholine tert-butyl-(3S,5S)-3,5-dimethyl-1-piperazinecarboxylate C(C)(C)(C)OC(=O)N1C[C@@H](N[C@H](C1)C)C.ClC=1C=NC=C(C1[C@@H](C)OC=1C=C2C(=NNC2=CC1)C=1C=NC(=NC1)N1CC(C1)(C)N1CCOCC1)Cl